5,6-difluoro-N-(4-fluorophenethyl)-N-(prop-2-yn-1-yl)benzo[d]-thiazol-2-amine FC=1C(=CC2=C(N=C(S2)N(CC#C)CCC2=CC=C(C=C2)F)C1)F